COC(CC1CNCC(C1)C1=CC=C(C=C1)C(F)(F)F)=O 2-(5-(4-(trifluoromethyl)phenyl)piperidin-3-yl)acetic acid methyl ester